histidine-d N[C@@H](CC1=CNC=N1)C(=O)O[2H]